C(C)(C)C1=NOC=C1 isopropylisoxazol